2-amino-4-hydroxy-6-hydroxymethyl-7,8-dihydropteridine NC1=NC=2NCC(=NC2C(=N1)O)CO